2-[2-[[4-[(E)-3-(4-Bromophenyl)prop-2-enoyl]phenyl]carbamoyl]phenyl]benzoic acid BrC1=CC=C(C=C1)/C=C/C(=O)C1=CC=C(C=C1)NC(=O)C1=C(C=CC=C1)C1=C(C(=O)O)C=CC=C1